C1(CC1)OCCOS(=O)(=O)C(F)(F)F 2-cyclopropoxyethyl-trifluoromethanesulfonic acid